4-Nitro-5-((2,4-Dimethoxybenzyl)amino)thiazole-2-carboxylic acid ethyl ester C(C)OC(=O)C=1SC(=C(N1)[N+](=O)[O-])NCC1=C(C=C(C=C1)OC)OC